dodeca-11-ynoate C(CCCCCCCCCC#C)(=O)[O-]